2-fluoro-4-(prop-1-en-2-yl)pyridine FC1=NC=CC(=C1)C(=C)C